NC1=C(C(=C(C=2C(C3=CC=CC=C3C(C12)=O)=O)N)C#N)C#N 1,4-diamino-2,3-dicyano-9,10-anthraquinone